C(C=C)(=O)N1[C@@H]([C@H](OCC1)C1=CC(=NC(=C1)Cl)C1=CC(=NC=C1OC)C(=O)NC)C 4-((2R,3R)-4-acryloyl-3-methylmorpholin-2-yl)-6-chloro-5'-methoxy-N-methyl-[2,4'-bipyridine]-2'-carboxamide